C(=O)(OC(C)(C)C)N1[C@@H](C[C@H](C1)O)C(=O)O trans-N-(Boc)-4-hydroxy-L-proline